[Si](C1=CC=CC=C1)(C1=CC=CC=C1)(C(C)(C)C)OCC[C@H](CCC)N (S)-1-((tert-butyldiphenylsilyl)oxy)hexan-3-amine